C[O-].NC1CCC1 1-aminocyclobutane methoxide